The molecule is a cyclohexanecarboxylate ester that consists of 4-(2-carboxyethyl)phenyl cyclohexanecarboxylate bearing an aminomethyl substituent at the 4-position. It has a role as an anti-ulcer drug. It is a tautomer of a cetraxate zwitterion. C1CC(CCC1CN)C(=O)OC2=CC=C(C=C2)CCC(=O)O